(S)-homophenylalanine N[C@@H](CCC1=CC=CC=C1)C(=O)O